(2E)-4-[methyl-(prop-2-yn-1-yl)amino]but-2-enoic acid methyl ester COC(\C=C\CN(CC#C)C)=O